P(=O)(=O)CCOC(C=C)=O acrylic acid 2-phosphoethyl ester